7-methyl-6,7,8,9-tetrahydro-5H-pyrido[2,3-d]azepin CN1CCC2=C(CC1)C=CC=N2